tert-butyl (2S)-2-[1-(2-methoxy-5-[[4-methyl-6-(methylamino)pyrimidin-2-yl]amino]phenyl)-1H-1,2,3-triazol-4-yl]pyrrolidine-1-carboxylate COC1=C(C=C(C=C1)NC1=NC(=CC(=N1)C)NC)N1N=NC(=C1)[C@H]1N(CCC1)C(=O)OC(C)(C)C